(S)-2-((6-Allyl-7-fluoro-1-methyl-2-oxo-1,2,3,4,5,6-hexahydro-benzo[b][1,4]diazocin-3-yl)amino)-6-methyl-4-(trifluoromethyl)nicotinonitrile C(C=C)N1C2=C(N(C([C@H](CC1)NC1=C(C#N)C(=CC(=N1)C)C(F)(F)F)=O)C)C=CC=C2F